NC=1C=C(C=CC1)C=1OC=2C(N1)=C(C=CC2)O 2-(3-aminophenyl)benzo[d]oxazol-4-ol